C1(CCCC1)(C1=CC=C(C=C1)O)C1=CC=C(C=C1)O 4,4'-(Cyclopentylidene)diphenol